(S)-4-benzyl-3-(2-phenethoxyacetyl)oxazolidin-2-one C(C1=CC=CC=C1)[C@@H]1N(C(OC1)=O)C(COCCC1=CC=CC=C1)=O